tert-Butyl (4-((3-((trans)-4-hydroxycyclohexyl)-4-imino-5,6-diphenyl-3,4-dihydro-7H-pyrrolo[2,3-d]pyrimidin-7-yl)methyl)benzyl)carbamate O[C@@H]1CC[C@H](CC1)N1C=NC2=C(C1=N)C(=C(N2CC2=CC=C(CNC(OC(C)(C)C)=O)C=C2)C2=CC=CC=C2)C2=CC=CC=C2